4-phenyl-1,2-di(p-tolyl)-1,2,4-triazolidine C1(=CC=CC=C1)N1CN(N(C1)C1=CC=C(C=C1)C)C1=CC=C(C=C1)C